6-ethyl-N1-(4-methoxybenzyl)benzene-1,2-diamine C(C)C=1C=CC=C(C1NCC1=CC=C(C=C1)OC)N